FC1=C(C(=C(C=C1C1=NN(C2=NC(=NC=C21)N2CCN(C1(CCCC1)C2)S(=O)(=O)C)C)C(F)(F)F)F)O 2,6-Difluoro-3-(1-methyl-6-(6-(methylsulfonyl)-6,9-diazaspiro[4.5]decan-9-yl)-1H-pyrazolo[3,4-d]pyrimidin-3-yl)-5-(trifluoromethyl)phenol